4-(3-isopropyl-1H-pyrazol-1-yl)-2-phenyl-4,5-dihydro-oxazole C(C)(C)C1=NN(C=C1)C1N=C(OC1)C1=CC=CC=C1